C1(=CC=CC=C1)C=1C=CC=2N(C3=CC=C(C=C3C2C1)C1=CC=CC=C1)C=1C(=C(C#N)C(=C(C1N1C2=CC=C(C=C2C=2C=C(C=CC12)C1=CC=CC=C1)C1=CC=CC=C1)C1=C(C=CC=C1C1=CC=CC=C1)C1=CC=CC=C1)C1=CC=NC=C1)C1=C(C=CC=C1C1=CC=CC=C1)C1=CC=CC=C1 3,4-bis(3,6-diphenyl-9H-carbazol-9-yl)-2,5-bis({3-phenyl-[1,1'-biphenyl]-2-yl})-6-(pyridin-4-yl)benzonitrile